2-(5-methoxy-2-methyl-phenyl)-N-methyl-1-(2-oxo-3,4-dihydro-1H-quinolin-6-yl)benzimidazole-5-carboxamide tert-butyl-4-(2-amino-3-cyanophenyl)piperidine-1-carboxylate C(C)(C)(C)OC(=O)N1CCC(CC1)C1=C(C(=CC=C1)C#N)N.COC=1C=CC(=C(C1)C1=NC2=C(N1C=1C=C3CCC(NC3=CC1)=O)C=CC(=C2)C(=O)NC)C